NC1=NC(=CC(=N1)N1CCC2(C[C@H](NC2)C(=O)OCC)CC1)O[C@@H](C(F)(F)F)C1=C(C=C(C=C1)Cl)C1=CC(=C(C=C1)F)Cl (S)-ethyl 8-(2-amino-6-((R)-1-(3',5-dichloro-4'-fluoro-[1,1'-biphenyl]-2-yl)-2,2,2-trifluoroethoxy)pyrimidin-4-yl)-2,8-diazaspiro[4.5]decane-3-carboxylate